6-chloro-N-[(2,4-dimethoxyphenyl)methyl]-3-methoxypyridazin-4-amine ClC1=CC(=C(N=N1)OC)NCC1=C(C=C(C=C1)OC)OC